amidino-O-methyl-isourea hydrochloride Cl.C(N)(=N)NC(OC)=N